N1=CN=C(C2=C1C=CO2)O[C@@H]2C[C@@H](N(C2)CC2=CN=C(S2)NC(C)=O)C N-(5-(((2S,4R)-4-(furo[3,2-d]pyrimidin-4-yloxy)-2-methylpyrrolidin-1-yl)methyl)thiazol-2-yl)acetamide